5-amino-N-(1-methylpiperidin-4-yl)-2-[4-(prop-2-enamido)quinolin-6-yl]pyrimidine-4-carboxamide NC=1C(=NC(=NC1)C=1C=C2C(=CC=NC2=CC1)NC(C=C)=O)C(=O)NC1CCN(CC1)C